CC(C)NCC1=C(CN2C(NC(C3=C2C=CN3)=O)=S)C=CC=C1 1-{2-[(prop-2-ylamino)methyl]benzyl}-2-thioxo-1,2,3,5-tetrahydro-4H-pyrrolo[3,2-d]pyrimidin-4-one